[Cr].C1=CC=CC=C1.C1=CC=CC=C1 bis(benzene) chromium(0)